phenyl((ethyl-d5)phenyl)pyridine Tert-butyl-rac-(3S)-3-[7-(2-methoxy-4,6-dimethyl-phenyl)-1,8-naphthyridin-2-yl]pyrrolidine-1-carboxylate C(C)(C)(C)OC(=O)N1C[C@H](CC1)C1=NC2=NC(=CC=C2C=C1)C1=C(C=C(C=C1C)C)OC.C1(=CC=CC=C1)C=1C(=NC=CC1)C1=C(C=CC=C1)C(C([2H])([2H])[2H])([2H])[2H] |r|